N1(CCC1)C1=CC=C(C=C1)C1=C(C(=CC=C1)C1C(NC(CC1)=O)=O)Cl 3-(4'-(azetidin-1-yl)-2-chloro-[1,1'-biphenyl]-3-yl)piperidine-2,6-dione